[C@H]12CN(C[C@H](CC1)N2)C=2C1=C(N=C(N2)OCC23CCCN3CCC2)C(=C(N=C1)C1=C(N)C(=CC(=C1F)Cl)Cl)F 2-(4-((1R,5S)-3,8-diazabicyclo[3.2.1]octan-3-yl)-8-fluoro-2-((hexahydro-1H-pyrrolizin-7a-yl)methoxy)pyrido[4,3-d]pyrimidin-7-yl)-4,6-dichloro-3-fluoroaniline